4-amino-N-((5-cyclopropyl-2-pyridinyl)methyl)-N-ethyl-1-methyl-1H-pyrazolo[4,3-c]quinoline-8-carboxamide NC1=NC=2C=CC(=CC2C2=C1C=NN2C)C(=O)N(CC)CC2=NC=C(C=C2)C2CC2